FC1=C(C(=CC=C1)F)C(C)(C)C1=NOC(=C1)C1=NC(=CC(=N1)O[C@@H]1C[C@H](NCC1)CC#N)O[C@@H](C)[C@H]1N(CCC1)C 2-[(2R,4S)-4-[(2-{3-[2-(2,6-Difluorophenyl)propan-2-yl]-1,2-oxazol-5-yl}-6-[(1S)-1-[(2S)-1-methylpyrrolidin-2-yl]ethoxy]pyrimidin-4-yl)oxy]piperidin-2-yl]acetonitrile